BrC=1C=C2C(=NC1)NC(=C2C)C 5-bromo-2,3-dimethyl-1H-pyrrolo[2,3-b]pyridine